N1=CC=CC=C1N pyridin-6-amine